N1-methyl-deoxyadenosine CN1C=NC2=C(C1=N)N=CN2[C@H]3C[C@@H]([C@H](O3)CO)O